3-[(2-methylbenzyl)sulfanyl]-5-propyl-[1,2,4]triazol CC1=C(CSC2=NNC(=N2)CCC)C=CC=C1